3,6-bis(4-aminophenyl)-2,5-diketopiperazine NC1=CC=C(C=C1)C1C(NC(C(N1)=O)C1=CC=C(C=C1)N)=O